N1(CCC1)C[C@H](C)NC(=O)C1=CC(=NN1C)C1=NC(=NC=C1)NC1=CC(=CC(=C1)OC)C#N N-[(2S)-1-(azetidin-1-yl)propan-2-yl]-3-{2-[(3-cyano-5-methoxyphenyl)amino]pyrimidin-4-yl}-1-methyl-1H-pyrazole-5-carboxamide